N-oleylmethylamine C(CCCCCCC\C=C/CCCCCCCC)NC